BrC=1C=C(N(C1)NC(OC(C)(C)C)=O)C#N tert-butyl (4-bromo-2-cyano-1H-pyrrol-1-yl)carbamate